N-(4-amino-6-butoxy-5-cyanopyridin-2-yl)acetamide NC1=CC(=NC(=C1C#N)OCCCC)NC(C)=O